ClC1=NC=CC(=C1)C=1N=C(SC1)NC1=CC(=C(C=C1)S(=O)(=O)C)C(F)(F)F (2-Chloropyridin-4-yl)-N-(4-(methylsulfonyl)-3-(trifluoromethyl)phenyl)thiazol-2-amine